S(=O)(=O)([O-])[O-].COC(CCCCCCC\C=C/CCCCCCCC)=O.[Na+].C1(=CC=CS1)C(=O)CC(=O)C(F)(F)F.[Na+] thenoyl-trifluoroacetone sodium methyl-oleate sulfate